CN(CCCC(=O)OC(CCCCCCCC(=O)O)CCCCCCCC(=O)O)C 9-((4-(dimethylamino)butanoyl)oxy)heptadecanedioic acid